C(C)(C)OC1=CC=C(CNC=2C=CC=C3C(=CC=NC23)C=2C=NN(C2)C2COCC2)C=C1 N-(4-isopropoxybenzyl)-4-(1-(tetrahydrofuran-3-yl)-1H-pyrazol-4-yl)quinolin-8-amine